methyl (Z)-[4-[3-(benzo[b]thiophen-2-yl)-3-(4-bromophenyl)allyloxy]-2-methylphenoxy]acetate S1C2=C(C=C1\C(=C/COC1=CC(=C(OCC(=O)OC)C=C1)C)\C1=CC=C(C=C1)Br)C=CC=C2